3-[(lS-1-hydroxyethyl)-4-methylphenyl]propanoate OC(C)C1=C(C=CC(=C1)C)CCC(=O)[O-]